BrCC1=NC(=NC=C1)OC(F)F 4-(Bromomethyl)-2-(difluoromethoxy)pyrimidine